C(C)(C)(C)OC(NN1C(C2=CC=CC=C2C1=O)=O)=O.IC=1C=C(C=CC1)CC(=O)NN 2-(3-Iodophenyl)acethydrazide tert-butyl-N-(1,3-dioxoisoindolin-2-yl)carbamate